N-(1-(7-(3,5-dimethylisoxazol-4-yl)-8-methoxy-2-oxo-1-((R)-1-(pyridin-2-yl)ethyl)-1,2-dihydro-3H-imidazo[4,5-c]quinolin-3-yl)-2-oxo-6,9,12-trioxa-3-azatetradecan-14-yl)acetamide CC1=NOC(=C1C=1C(=CC=2C3=C(C=NC2C1)N(C(N3[C@H](C)C3=NC=CC=C3)=O)CC(NCCOCCOCCOCCNC(C)=O)=O)OC)C